methyl 3,5-dichloro-2-fluoro-4-iodo-benzoate ClC=1C(=C(C(=O)OC)C=C(C1I)Cl)F